C(C)(C)(C)OC(CCCC(=O)O)=O 5-(t-butoxy)-5-oxopentanoic acid